S1C=C(C=C1)C=1N=CC2=C(C=NNC2=O)N1 2-(thiophen-3-yl)pyrimido[4,5-d]pyridazin-5(6H)-one